OC1=C(C=2CCCCC2C=C1)CN(C(OC(C)(C)C)=O)C[C@H](CC)O tert-butyl (S)-((2-hydroxy-5,6,7,8-tetrahydronaphthalen-1-yl)methyl)(2-hydroxybutyl)carbamate